1-(4-(2'-(4,5-Dimethyl-1H-imidazol-2-yl)-3,4'-bipyridin-5-carbonyl)piperazin-1-yl)ethanon CC=1N=C(NC1C)C1=NC=CC(=C1)C=1C=NC=C(C1)C(=O)N1CCN(CC1)C(C)=O